BrC1=CC(=C(OCC2=C(C=C(C=C2)C2OCCO2)OC)C=C1)C(F)(F)F 2-[4-[[4-bromo-2-(trifluoromethyl)phenoxy]methyl]-3-methoxy-phenyl]-1,3-dioxolane